NC1=C(C(=NN1C12CC(C1)C2)C2=CC=C(C=C2)CC(=O)NC2=CC(=NO2)CC(C)(C)C)C#N 2-(4-(5-Amino-1-(bicyclo[1.1.1]pentan-1-yl)-4-cyano-1H-pyrazol-3-yl)phenyl)-N-(3-neopentylisoxazol-5-yl)acetamide